C(C)(C)N1C(C2=CC=CC(=C2C=C1)[N+](=O)[O-])=O 2-isopropyl-5-nitroisoquinolin-1(2H)-one